OC1=C(C=CC=C1)C=1C=C2C(=NN1)NC[C@@H]1N2CCN(C1)C1=NC=C(C=N1)C1CCN(CC1)C1CC2(C1)CCC(CC2)C(=O)O 2-(4-(2-((S)-2-(2-Hydroxyphenyl)-5,6,6a,7,9,10-hexahydro-8H-pyrazino[1',2':4,5]pyrazino[2,3-c]pyridazin-8-yl)pyrimidin-5-yl)piperidin-1-yl)spiro[3.5]nonane-7-carboxylic acid